2,3-bis(3,3,3-trifluoropropyl)succinimide FC(CCC1C(=O)NC(C1CCC(F)(F)F)=O)(F)F